3-(4-chlorophenyl)-1-phenylaniline ClC1=CC=C(C=C1)C=1CC(N)(C=CC1)C1=CC=CC=C1